tert-butyl (S)-(1-(3-methyl-5-(3-methyl-4-(tetrahydro-2H-pyran-4-yl)phenyl)thiophene-2-carbonyl)pyrrolidin-3-yl)carbamate CC1=C(SC(=C1)C1=CC(=C(C=C1)C1CCOCC1)C)C(=O)N1C[C@H](CC1)NC(OC(C)(C)C)=O